(R)-6-chloro-N-(2-(1-cyclopropyl-2-hydroxy-2-methylpropyl)-3-oxoisoindolin-4-yl)-[1,3]dioxolo[4,5-b]pyridine-7-carboxamide ClC=1C(=C2C(=NC1)OCO2)C(=O)NC2=C1C(N(CC1=CC=C2)[C@@H](C(C)(C)O)C2CC2)=O